(2s,4s)-4-[(5-chloro-3-{3-oxabicyclo[4.1.0]hept-6-yl}pyridin-2-yl)oxy]pyrrolidine-1,2-dicarboxylic acid 1-tert-butyl 2-methyl ester COC(=O)[C@H]1N(C[C@H](C1)OC1=NC=C(C=C1C12CCOCC2C1)Cl)C(=O)OC(C)(C)C